(1s,4S)-5'-chloro-4-(3-chloroanilino)-2'-[(2R)-3-hydroxy-2-methylpropyl]-6'-methoxy-2',3'-dihydrospiro[cyclohexane-1,1'-isoindole]-4-carboxylic acid ClC=1C=C2CN(C3(C2=CC1OC)CCC(CC3)(C(=O)O)NC3=CC(=CC=C3)Cl)C[C@H](CO)C